NC(C)(C)C1=CC(=NC(=C1)C1=CC=C(C=C1)F)C(CNC(=O)C1=CC(=NN1C)N1N=CC=C1)(C(F)(F)F)O N-(2-(4-(2-aminopropan-2-yl)-6-(4-fluorophenyl)pyridin-2-yl)-3,3,3-trifluoro-2-hydroxypropyl)-1'-methyl-1'H-[1,3'-bipyrazole]-5'-carboxamide